OC1(CC(C1)C(=O)N1CC2(C1)CC(C2)CC2=C(C=CC=C2)OC(F)(F)F)C ((1s,3s)-3-hydroxy-3-methylcyclobutyl)(6-(2-(trifluoromethoxy)benzyl)-2-azaspiro[3.3]hept-2-yl)methanone